rac-(1R,2R,5R)-1-amino-5-(2-boronoethyl)-2-((dimethylamino)methyl)cyclohexane-1-carboxylic acid N[C@]1([C@H](CC[C@H](C1)CCB(O)O)CN(C)C)C(=O)O |r|